C(C)OC(C)=O.ClCCl dichloromethane ethyl-acetate